5-(azidomethyl)pyrrolidin-2-one N(=[N+]=[N-])CC1CCC(N1)=O